trimethoxy(2-isopropenylphenyl)silane CO[Si](C1=C(C=CC=C1)C(=C)C)(OC)OC